C(C)(C)(C)OC(CCNCC=1C=C2CCCN(C2=CC1)C1=NOC(=N1)C1=NN(C=C1)CC)=O 3-(((1-(5-(1-ethyl-1H-pyrazol-3-yl)-1,2,4-oxadiazol-3-yl)-1,2,3,4-tetrahydroquinolin-6-yl)methyl)amino)propionic acid tert-butyl ester